COC=1C=C(C=NC1OCC1=NC=C(C=C1)OC)CC=1C=CN=C2C=C(C=NC12)C#N 8-[[5-methoxy-6-[(5-methoxy-2-pyridyl)methoxy]-3-pyridyl]methyl]-1,5-naphthyridine-3-carbonitrile